S(SC1=C(C=C(C(=C1)[N+](=O)[O-])Cl)Cl)C1=C(C=C(C(=C1)[N+](=O)[O-])Cl)Cl 1,1'-Disulfanediylbis(2,4-dichloro-5-nitrobenzene)